N-stearyl-methacrylamide C(CCCCCCCCCCCCCCCCC)NC(C(=C)C)=O